NC1=C(C=C(C=N1)OC1=C(C(=O)O)C(=CC=C1)Br)Br 2-((6-amino-5-bromopyridin-3-yl)oxy)-6-bromobenzoic acid